CC(C(C(C)NC(=O)C1CC(CC1)C(=O)OC)=O)(C)C methyl 3-((4,4-dimethyl-3-oxopentan-2-yl)carbamoyl)cyclopentane-1-carboxylate